C[NH+](C)CCCCCCCCCCCCCCCC N,N-dimethylhexadecylammonium